2-(5-iodo-4-methyl-1H-pyrazol-1-yl)-2-methylpropane-1,3-diol IC1=C(C=NN1C(CO)(CO)C)C